4,5-bis(2-pyrimidinylmethylsulfanyl)-1,3-dithiole-2-thione N1=C(N=CC=C1)CSC=1SC(SC1SCC1=NC=CC=N1)=S